(S)-1-(3-chloro-4-methylphenyl)-3-((5-(2,7-dioxoazepan-3-yl)-4-oxo-5,6-dihydro-4H-thieno[3,4-c]pyrrol-1-yl)methyl)urea ClC=1C=C(C=CC1C)NC(=O)NCC=1SC=C2C1CN(C2=O)[C@@H]2C(NC(CCC2)=O)=O